5-bromo-1,2-difluoro-3-nitrobenzenesulfonic acid BrC=1C=C(C(C(C1)(S(=O)(=O)O)F)F)[N+](=O)[O-]